CC1=CC=2N(N=C1N1CC=3C=CC=NC3CC1)C=NN2 6-(7-methyl-[1,2,4]triazolo[4,3-b]pyridazin-6-yl)-7,8-dihydro-5H-1,6-naphthyridine